C[C@H]1[C@@]2(O1)CC(=C)[C@@](C(=O)OCC3=CCN4[C@H]3[C@@H](CC4)OC2=O)(C)O The molecule is a pyrrolizine alkaloid that is seneciphylline in which the exocyclic double bond has been converted to the corresponding epoxide. It has a role as a Jacobaea metabolite. It is a macrocyclic lactone, an organic heterotricyclic compound, a pyrrolizine alkaloid, a spiro-epoxide, a tertiary alcohol and a tertiary amino compound. It derives from a seneciphylline.